3-{5-[6-(4-methoxyphenyl)-2-azaspiro[3.3]hept-5-ene-2-carbonyl]-1-oxo-3H-isoindol-2-yl}piperidine-2,6-dione COC1=CC=C(C=C1)C1=CC2(CN(C2)C(=O)C=2C=C3CN(C(C3=CC2)=O)C2C(NC(CC2)=O)=O)C1